O1-benzyl O3-ethyl 4-oxopyrrolidine-1,3-dicarboxylate O=C1C(CN(C1)C(=O)OCC1=CC=CC=C1)C(=O)OCC